2-[(2E)-2-(aminomethyl)-3-fluoroprop-2-en-1-yl]-7-[3-(methylsulfonyl)phenyl][1,2,4]triazolo[4,3-a]pyridin-3(2H)-one hydrochloride Cl.NC/C(/CN1N=C2N(C=CC(=C2)C2=CC(=CC=C2)S(=O)(=O)C)C1=O)=C\F